N1=CC(=CC=C1)C=1CCN(CC1)C(=O)[O-] 3',6'-dihydro-[3,4'-bipyridine]-1'(2'H)-carboxylate